BrC1=CC(=C(C(=C1)CO)O)F 4-bromo-2-fluoro-6-(hydroxymethyl)phenol